(S)-7-(1-acryloylpyrrolidin-3-yl)-3-amino-5-((3,5-dimethoxyphenyl)ethynyl)imidazo[1,5-a]pyrazin-8(7H)-one C(C=C)(=O)N1C[C@H](CC1)N1C(C=2N(C(=C1)C#CC1=CC(=CC(=C1)OC)OC)C(=NC2)N)=O